C1=CC=CC=2C3=CC=CC=C3C(C12)COC(=O)N[C@@H](CCC(NC[C@H]1O[C@H]([C@@H]2OC(O[C@@H]21)(C)C)CC(=O)N)=O)C(=O)O N2-(((9H-fluoren-9-yl)methoxy)carbonyl)-N5-(((3aR,4R,6S,6aS)-6-(2-amino-2-oxoethyl)-2,2-dimethyltetrahydrofurano[3,4-d][1,3]dioxol-4-yl)methyl)-L-glutamine